BrC1=C(C=2N(C=C1)C(=NC2S(=O)(=O)C)C2=CC(=CC(=C2)F)F)C 7-bromo-3-(3,5-difluorophenyl)-8-methyl-1-(methylsulfonyl)imidazo[1,5-a]pyridine